CN(C)C1=C(C(=O)OC)C=CC=C1 methyl N,N-dimethylaminobenzoate